2-chloro-4-{2-[5-(3,5-dimethyl-1,2-oxazol-4-yl)-1-[(2S)-2-(morpholin-4-yl)propyl]-1,3-benzodiazol-2-yl]ethyl}phenol ClC1=C(C=CC(=C1)CCC1=NC2=C(N1C[C@H](C)N1CCOCC1)C=CC(=C2)C=2C(=NOC2C)C)O